C(CCCCCCC)C(C(=O)O)CCCCCCCCCCCC.ClC1=C(C=CC=C1)C=1N=C(NC1C)CC1=CC=CC2=CC=CC=C12 4-(2-Chlorophenyl)-5-methyl-2-(1-naphthylmethyl)imidazole 2-octylmyristate